(1R,2R)-2-(3-chlorophenyl)-N-((S)-1-(1-((6-cyclopropyl-imidazo[1,2-a]pyridin-2-yl)methyl)-1H-1,2,3-triazol-4-yl)ethyl)cyclopropane-1-carboxamide ClC=1C=C(C=CC1)[C@H]1[C@@H](C1)C(=O)N[C@@H](C)C=1N=NN(C1)CC=1N=C2N(C=C(C=C2)C2CC2)C1